C(C)C(CN1C(=C(C(C2=C(C=C(C=C12)OC)OCC)=O)OCC)C1=CC(=C(C=C1)OCC)OC)CCCC N-(2-ethylhexyl)-2-(3-methoxy-4-ethoxyphenyl)-7-methoxy-3,5-diethoxyquinolin-4-one